2-(2,6-dicarbonylpiperidin-3-yl)-1,3-dicarbonyl-isoindoline-4-carbaldehyde C(=O)=C1NC(CCC1N1C(C=2C=CC=C(C2C1=C=O)C=O)=C=O)=C=O